4-Chloro-5-[(2R)-4-[(1S)-1-(2-ethylpyridin-3-yl)ethyl]-2-methylpiperazin-1-yl]-2,3-dihydropyridazin-3-one ClC=1C(NN=CC1N1[C@@H](CN(CC1)[C@@H](C)C=1C(=NC=CC1)CC)C)=O